(4R,5S)-5-((S)-5H-imidazo[5,1-a]isoindol-5-yl)-3,3-dimethyltetrahydro-2H-pyran-4-ol C=1N=CN2C1C1=CC=CC=C1[C@@H]2[C@@H]2[C@H](C(COC2)(C)C)O